ClC1=NC(=C(C2=C1C(=CS2)F)C2=C(C=C(C=C2OCCOC)F)F)C(=O)OCC ethyl 4-chloro-7-[2,4-difluoro-6-(2-methoxyethoxy)phenyl]-3-fluoro-thieno[3,2-c]pyridine-6-carboxylate